N-Boc-gamma-aminobutyric acid chloride C(=O)(OC(C)(C)C)NCCCC(=O)Cl